CC(C=CC#N)(C)N1CCN(CC1)C1COC1 4-METHYL-4-[4-(OXETAN-3-YL)PIPERAZIN-1-YL]PENT-2-ENNITRIL